C(C1=CC=CC=C1)ON1C(CCC1)=N 1-(benzyloxy)pyrrolidin-2-imine